CC1=NC(=NC=C1)[C@H]1[C@@H](C1)C1=CC=C2C(=N1)N=CN2 5-((1R,2R)-2-(4-methylpyrimidin-2-yl)cyclopropyl)-1H-imidazo[4,5-b]pyridin